1-(6-((tert-butoxycarbonyl)amino)-5-fluoropyridin-2-yl)-5-(trifluoromethyl)-1H-pyrazole-4-carboxylic acid C(C)(C)(C)OC(=O)NC1=C(C=CC(=N1)N1N=CC(=C1C(F)(F)F)C(=O)O)F